O=C(CCOCC1NCC1)N1CC=2N(CC1)C1=C(C2)C=C(C=N1)N1CCNCC1 2-((3-oxo-3-(3-(piperazin-1-yl)-8,9-dihydropyrido[3',2':4,5]pyrrolo[1,2-a]pyrazin-7(6H)-yl)propoxy)methyl)azetidin